2,6-dimethyl-4-[2-(oxan-2-yl)ethoxy]benzamide CC1=C(C(=O)N)C(=CC(=C1)OCCC1OCCCC1)C